10-(3-guanidinopropyl)-1,5,8,11,14-pentaoxo-2,6,9,12,15-pentaazaoctadecan-18-oic acid N(C(=N)N)CCCC(NC(CNC(CCNC=O)=O)=O)C(NCC(NCCC(=O)O)=O)=O